isoxazolyl oxide O1N=C(C=C1)OC1=NOC=C1